FC1=C(C=CC=C1COC)C=1CCN(CC1)C(C(=O)NCC(C)C)COC 2-(4-(2-fluoro-3-(methoxymethyl)phenyl)-3,6-dihydropyridin-1(2H)-yl)-N-isobutyl-3-methoxypropanamide